3,5-dimethyl-2-(2-methyl-4-((1R,5S)-1-(naphthalen-2-yl)-3-azabicyclo[3.1.0]Hexane-3-yl)-4-oxobutan-2-yl)phenyl acetate C(C)(=O)OC1=C(C(=CC(=C1)C)C)C(C)(CC(=O)N1C[C@@]2(C[C@@H]2C1)C1=CC2=CC=CC=C2C=C1)C